(1R,2S)-2-((R)-2'-cyclopentyl-2'-hydroxy-2'-phenylacetoxy)-7,7-dimethyl-7-azoniabicyclo[2.2.1]heptane bromide [Br-].C1(CCCC1)[C@](C(=O)O[C@@H]1[C@H]2CCC(C1)[N+]2(C)C)(C2=CC=CC=C2)O